ClC1=CC=C(COC=2C=C3C(=CC(=NC3=CC2)C(=O)O)C(=O)O)C=C1 6-((4-chlorobenzyl)oxy)quinoline-2,4-dicarboxylic Acid